(2-((3,4-dichlorophenoxy-6-d)methoxy)ethyl)trimethylsilane ClC=1C=C(OCOCC[Si](C)(C)C)C(=CC1Cl)[2H]